N-(3-methyl-4-(thiazol-2-yloxy)phenyl)-3-(4-(trifluoromethyl)phenoxy)cyclobutane-1-carboxamide CC=1C=C(C=CC1OC=1SC=CN1)NC(=O)C1CC(C1)OC1=CC=C(C=C1)C(F)(F)F